[Si](C1=CC=CC=C1)(C1=CC=CC=C1)(C(C)(C)C)OCC(CC1=C(N(C2=CC=C(C=C12)[C@@H]1[C@H](C1)O)CC)C=1C(=NC=CC1)[C@H](C)OC)(C)C (1S,2R)-2-(3-{3-[(tert-butyldiphenylsilyl)oxy]-2,2-dimethylpropyl}-1-ethyl-2-{2-[(1S)-1-methoxyethyl]pyridin-3-yl}indol-5-yl)cyclopropan-1-ol